CN(C=1SC2=C(N1)SC(=N2)N2C(C=C(C=C2)C=2C=NNC2)=O)[C@H]2CNCCC2 1-(5-{Methyl[(3R)-piperidin-3-yl]amino}[1,3]thiazolo[5,4-d][1,3]thiazol-2-yl)-4-(1H-pyrazol-4-yl)pyridin-2(1H)-on